N1C=CC2=C(C=CC=C12)C1=NC=2C3=CC(=CN=C3OC2C(=N1)N1CCOCC1)CN1CC2CCC(C1)O2 4-(1H-indol-4-yl)-6-(morpholin-4-yl)-12-{8-oxa-3-azabicyclo[3.2.1]Oct-3-ylmethyl}-8-oxa-3,5,10-triazatricyclo[7.4.0.02,7]Tridec-1(13),2(7),3,5,9,11-hexaene